CN1N=CC2=C1OC[C@@H](C(N2C)=O)NC(OC(C)(C)C)=O (S)-tert-butyl (1,4-dimethyl-5-oxo-4,5,6,7-tetrahydro-1H-pyrazolo[3,4-b][1,4]oxazepin-6-yl)carbamate